(1S,2R)-2-((S)-5-Chloro-8-((1,5-dimethyl-1H-1,2,3-triazol-4-yl)methoxy)-1-((2-oxopyrrolidin-1-yl)methyl)-1,2,3,4-tetrahydroisochinolin-2-carbonyl)-N,1-dimethylcyclohexan-1-carboxamid ClC1=C2CCN([C@@H](C2=C(C=C1)OCC=1N=NN(C1C)C)CN1C(CCC1)=O)C(=O)[C@H]1[C@](CCCC1)(C(=O)NC)C